(S)-N-(2,2-difluoro-[1,3]dioxolo[4',5':4,5]benzo[1,2-d]thiazol-6-yl)-2-morpholinopropanamide FC1(OC=2C(=CC3=C(N=C(S3)NC([C@H](C)N3CCOCC3)=O)C2)O1)F